(R)-3-methyl-2-(6-((1-methylpyrrolidin-3-yl)amino)pyridazin-3-yl)-5-(trifluoromethyl)phenol CC=1C(=C(C=C(C1)C(F)(F)F)O)C=1N=NC(=CC1)N[C@H]1CN(CC1)C